3-(chloromethyl)-3-methyloxetane ClCC1(COC1)C